C1(CC1)N1CCN(CC1)S(=O)(=O)C=1C=C(C(=O)NC=2N=CC3=CC=C(C=C3C2)C=2C=NN(C2)C)C=CC1 3-((4-cyclopropylpiperazin-1-yl)sulfonyl)-N-(6-(1-methyl-1H-pyrazol-4-yl)isoquinolin-3-yl)benzamide